COC([C@H](CC1=CC=C(C=C1)N1C(N(C2=C1C(=CC=C2)Cl)C)=S)N)=O (S)-2-amino-3-(4-(7-chloro-3-methyl-2-thioxo-2,3-dihydro-1H-benzo[d]imidazol-1-yl)phenyl)propanoic acid methyl ester